OC\C=C\C1=CC(OC)=C(O)C=C1 (E)-coniferol